tert-butyl (((1R,5S,8r)-3-(6-(1-methyl-1H-pyrazol-4-yl)pyrazolo[1,5-a]pyrazin-4-yl)-3-azabicyclo[3.2.1]octan-8-yl)methyl)carbamate CN1N=CC(=C1)C=1N=C(C=2N(C1)N=CC2)N2C[C@@H]1CC[C@H](C2)C1CNC(OC(C)(C)C)=O